2-amino-6-(5-((3aS,6aR)-2-oxohexahydro-1H-thieno[3,4-d]imidazol-4-yl)pentanamido)hexanoic acid NC(C(=O)O)CCCCNC(CCCCC1SC[C@@H]2NC(N[C@@H]21)=O)=O